Phenothiazin-5-one C1=CC=CC=2S(C3=CC=CC=C3NC12)=O